N-(3-bromo-4-methoxyphenyl)acrylamide BrC=1C=C(C=CC1OC)NC(C=C)=O